butyl N-(tert-butoxycarbonyl)-N-(4-{[5-(3-chloro-2-fluorophenyl)-4-methylpyridin-3-yl]methyl}-3-fluoropyridin-2-yl)carbamate C(C)(C)(C)OC(=O)N(C(OCCCC)=O)C1=NC=CC(=C1F)CC=1C=NC=C(C1C)C1=C(C(=CC=C1)Cl)F